C(C)(C)(C)C=1N(C=CN1)CC1=CC=C(C=C1)C1=CSC(=C1C)CC(C)C 3-(4-((2-(tert-butyl)-1H-imidazol-1-yl)methyl)phenyl)-5-isobutyl-4-methylthiophene